C(#N)C1=CC=C(C=C1)C(C(=O)NCC1=CC=C(C=C1)F)N1CCN(CC1)C 2-(4-cyanophenyl)-N-(4-fluorobenzyl)-2-(4-methylpiperazin-1-yl)acetamide